C(=CC)N1C[C@@H](CCC1)N1N=C(C=2C1=NC=NC2N)C2=CC=C(C1=C2OCO1)NC(=O)C1=NC=C(C=C1)F (R)-N-(7-(1-(1-propenylpiperidin-3-yl)-4-amino-1H-pyrazolo[3,4-d]pyrimidin-3-yl)benzo[d][1,3]dioxolan-4-yl)-5-fluoropyridinecarboxamide